FC1(CC(C1)CC1(CCN(CC1)C(C1=C(N=CC=C1)C1=NC=NC=C1)=O)C#N)F 4-((3,3-difluorocyclobutyl)methyl)-1-(2-(pyrimidin-4-yl)nicotinoyl)piperidine-4-carbonitrile